1,4-bis(4-pyridyl)-2,3-diaza-1,3-butadiene N1=CC=C(C=C1)C=NN=CC1=CC=NC=C1